C(#N)C=1C(=NC(=C(C1OCC)C#N)N1CCN(CCC1)CCO)SC(C(=O)N)C1=CC=CC=C1 2-((3,5-dicyano-4-ethoxy-6-(4-(2-hydroxyethyl)-1,4-diazepan-1-yl)pyridin-2-yl)thio)-2-phenylacetamide